tert-butyl 5'-amino-6-methyl-5,6-dihydro-[2,3'-bipyridine]-1(4H)-carboxylate NC=1C=C(C=NC1)C=1N(C(CCC1)C)C(=O)OC(C)(C)C